5,7,4'-trihydroxy-8,3'-diprenylflavone OC1=C2C(C=C(OC2=C(C(=C1)O)CC=C(C)C)C1=CC(=C(C=C1)O)CC=C(C)C)=O